(S)-6,7-dichloro-3-methyl-2-(1-(oxetan-3-ylmethyl)piperidin-3-yl)quinazolin-4(3H)-one ClC=1C=C2C(N(C(=NC2=CC1Cl)[C@@H]1CN(CCC1)CC1COC1)C)=O